(3-(1-methyl-1H-imidazol-3-ium-3-yl)propyl)zirconium (V) chloride [Cl-].CN1C=[N+](C=C1)CCC[Zr+4].[Cl-].[Cl-].[Cl-].[Cl-]